C(#N)C=1C=C(SC1)COC1=CC=CC(=N1)C1=CC(=C(CC2=NC3=C(N2C[C@H]2OCC2)C=C(C=C3)C(=O)O)C=C1F)F (S)-2-(4-(6-((4-cyanothiophen-2-yl)methoxy)pyridin-2-yl)-2,5-difluorobenzyl)-1-(oxetan-2-ylmethyl)-1H-benzo[d]imidazole-6-carboxylic acid